dicyclopentyl citraconate C(\C(\C)=C/C(=O)OC1CCCC1)(=O)OC1CCCC1